4-(3-Oxobutyl)phenyl-4-hydroxybenzoat O=C(CCC1=CC=C(C=C1)OC(C1=CC=C(C=C1)O)=O)C